C(C)(=O)C1=C(C=C(C=C1)Cl)C1=CC(N(C=C1OC)[C@@H](C(=O)NC=1C=C2C=C(NC2=CC1)C(=O)O)CCOC)=O (R)-5-(2-(4-(2-acetyl-5-chlorophenyl)-5-methoxy-2-oxopyridin-1(2H)-yl)-4-methoxybutyrylamino)-1H-indole-2-carboxylic acid